((R)-1-((R)-2-((S)-3-hydroxypyrrolidine-1-carboxamido)-4-morpholino-4-oxobutanamido)-4-phenylbutyl)boronic acid O[C@@H]1CN(CC1)C(=O)N[C@@H](C(=O)N[C@@H](CCCC1=CC=CC=C1)B(O)O)CC(=O)N1CCOCC1